4-(2-chloro-4-fluorophenyl)-6-methyl-2-(pyridin-2-yl)-1,4-dihydropyrimidine-5-carboxylic acid methyl ester COC(=O)C=1C(N=C(NC1C)C1=NC=CC=C1)C1=C(C=C(C=C1)F)Cl